N1=C(C=CC(=C1)NC(C1=CC=C(C=C1)Cl)=O)C1=NC=CC=C1 N-([2,2'-bipyridin]-5-yl)-4-chlorobenzamide